BrC1=CC=C(C=C1)COC(C(=O)[O-])=CC(CC)NC(=O)OC(C)(C)C (4-bromophenyl)methoxyl-4-[[(tert-butoxy)carbonyl]amino]hex-2-enoate